(8-(5-((6-(tetrahydro-2H-pyran-4-yl)pyridin-2-yl)methyl)-1,3,4-oxadiazol-2-yl)-2,6-diazaspiro[3.4]octan-6-yl)(thiazol-5-yl)methanone O1CCC(CC1)C1=CC=CC(=N1)CC1=NN=C(O1)C1CN(CC12CNC2)C(=O)C2=CN=CS2